(+/-)-N-(3,5-difluoro-4-{[3-(propan-2-yl)-1H-pyrrolo[2,3-b]pyridin-4-yl]oxy}phenyl)-N'-{2-(hydroxymethyl)-2-methyl-3-[(propan-2-yl)oxy]propyl}thiourea FC=1C=C(C=C(C1OC1=C2C(=NC=C1)NC=C2C(C)C)F)NC(=S)NC[C@](COC(C)C)(C)CO |r|